7-(2-chlorophenyl)-3-(4-(piperazin-yl)pyridin-3-yl)quinazoline-2,4(1H,3H)-dione ClC1=C(C=CC=C1)C1=CC=C2C(N(C(NC2=C1)=O)C=1C=NC=CC1N1CCNCC1)=O